[Co].[Pd].ClC1=C(C(=CC=C1)Cl)C1CC(=NO1)C=1N=C(SC1)C1CCN(CC1)C(COC=1C=NC(=NC1)OC)=O 1-(4-(4-(5-(2,6-dichlorophenyl)-4,5-dihydroisoxazol-3-yl)thiazol-2-yl)piperidin-1-yl)-2-((2-methoxypyrimidin-5-yl)oxy)ethan-1-one palladium cobalt